N-(4-(6-amino-9-isopropyl-8-oxo-8,9-dihydro-7H-purin-7-yl)benzyl)-2-methoxybenzamide NC1=C2N(C(N(C2=NC=N1)C(C)C)=O)C1=CC=C(CNC(C2=C(C=CC=C2)OC)=O)C=C1